CN1CC(CCC1)C(O)C1=CC=2C(=NC(=CC2)C2=CC=3C(N=C2)=NN(C3)C)S1 (1-methyl-3-piperidinyl)(6-(2-methyl-2H-pyrazolo[3,4-b]pyridin-5-yl)thieno[2,3-b]pyridin-2-yl)methanol